C(CCCS(=O)(=O)[O-])S(=O)(=O)[O-] butan-1,4-disulfonate